OCCCC=1C=C2C=C(C(OC2=CC1O)=O)C1=CC=CC=C1 6-(3-hydroxypropyl)-7-hydroxy-3-phenyl-2H-chromen-2-one